FC1=C(C(=CC=C1)C)N1N=C2C(=CC1=O)NN=C2C2=CC=C(C=C2)N2[C@H]1CN([C@@H](C2)C1)C 5-(2-fluoro-6-methylphenyl)-3-(4-((1R,4R)-5-methyl-2,5-diazabicyclo[2.2.1]heptan-2-yl)phenyl)-1H-pyrazolo[4,3-c]pyridazin-6(5H)-one